ClC1=CC(=C(C=C1)/C(=C(/C=1C=C2C=NN(C2=CC1)C1OCCCC1)\C1=CC=C(OCCCCCC(=O)O)C=C1)/CC)F (E)-6-(4-(2-(4-chloro-2-fluorophenyl)-1-(1-(tetrahydro-2H-pyran-2-yl)-1H-indazol-5-yl)but-1-enyl)phenoxy)hexanoic acid